N-(4-(benzo[d]thiazol-6-yl)phenethyl)-2-ethynylthiazole-4-carboxamide S1C=NC2=C1C=C(C=C2)C2=CC=C(CCNC(=O)C=1N=C(SC1)C#C)C=C2